N-[(3S,4S)-1-(3,3-difluoropropyl)-3-methyl-4-piperidyl]-6-[3-(2-methoxy-4-methylsulfonyl-anilino)prop-1-ynyl]-1-(2,2,2-trifluoroethyl)benzimidazole-4-carboxamide FC(CCN1C[C@@H]([C@H](CC1)NC(=O)C1=CC(=CC=2N(C=NC21)CC(F)(F)F)C#CCNC2=C(C=C(C=C2)S(=O)(=O)C)OC)C)F